N[C@@H](C(=O)O)C (R)-2-aminopropionic acid